BrC1=C(C(=CC(=C1)F)C(NC1CC1)=O)NC(=O)C1COCCC1 N-[2-bromo-6-(cyclopropylcarbamoyl)-4-fluoro-phenyl]tetrahydropyran-3-carboxamide